3-[5-bromo-2-(4-morpholin-4-ylphenylamino)-pyrimidin-4-ylamino]-thiophene-2-carboxylic acid BrC=1C(=NC(=NC1)NC1=CC=C(C=C1)N1CCOCC1)NC1=C(SC=C1)C(=O)O